7-[[5-(4-methylpiperazin-1-yl)-2-pyridyl]amino]-4-(5-methyl-1H-pyrrolo[2,3-b]pyridin-4-yl)isoindolin-1-one CN1CCN(CC1)C=1C=CC(=NC1)NC=1C=CC(=C2CNC(C12)=O)C1=C2C(=NC=C1C)NC=C2